CN(C(/C=C/CC[C@@H](C(=O)NC=1C(N(C=CC1)CC1=NC2=C(N1)C(=CC=C2)C(C(C)(C)C)F)=O)NC(OC)=O)=O)C methyl ((2S,E)-7-(dimethylamino)-1-((1-((7-(1-fluoro-2,2-dimethylpropyl)-1H-benzo[d]imidazol-2-yl)methyl)-2-oxo-1,2-dihydropyridin-3-yl)amino)-1,7-dioxohept-5-en-2-yl)carbamate